C(#N)C1(CC1)N(S(=O)(=O)C=1C=C(C=2N(C1)C(=CN2)C2=CN=C(S2)C)N2CCN(CC2)C(C(C)C)=O)CC2=CC=C(C=C2)OC N-(1-cyanocyclopropyl)-8-(4-isobutyrylpiperazin-1-yl)-N-(4-methoxybenzyl)-3-(2-methylthiazol-5-yl)imidazo[1,2-a]pyridine-6-sulfonamide